methyl 2-[4-[(1S,4S,5R)-5-[[5-cyclopropyl-3-(2,6-dichlorophenyl)-1,2-oxazol-4-yl]methoxy]-2-azabicyclo[2.2.1]heptan-2-yl]-3-fluorophenyl]acetate C1(CC1)C1=C(C(=NO1)C1=C(C=CC=C1Cl)Cl)CO[C@H]1[C@@H]2CN([C@H](C1)C2)C2=C(C=C(C=C2)CC(=O)OC)F